lutetium gadolinium aluminum [Al].[Gd].[Lu]